5-hydroxy-1-methyl-4-propionyl-3,6-dihydropyridin OC1=C(CCN(C1)C)C(CC)=O